CN1N=CC(=C1)C1CNCCO1 2-(1-methylpyrazol-4-yl)morpholine